N-(Cyclopropylformyl)-N-(4-(5-methylfuran-2-yl)-5-(4-methylquinazolin-6-yl)pyrimidin-2-yl)cyclopropylcarboxamide C1(CC1)C(=O)N(C(=O)C1CC1)C1=NC=C(C(=N1)C=1OC(=CC1)C)C=1C=C2C(=NC=NC2=CC1)C